Isopropoxytitanium (IV) C(C)(C)O[Ti+3]